C(C)(C)C1=C(C(=CC(=C1)C(C)C)C(C)C)S(=O)(=O)OC1=NN(C(C=2C1=CN(C(C2)=O)C2CC2)=O)C 6-cyclopropyl-2-methyl-1,7-dioxo-1,2,6,7-tetrahydropyrido[3,4-d]pyridazin-4-yl 2,4,6-triisopropylbenzenesulfonate